C(C)OC(=O)C1=CN(C=2N(C1)N=CC2)C(=O)OC(C)(C)C pyrazolo[1,5-a]pyrimidine-4,6(7H)-dicarboxylic acid 4-(tert-butyl) ester 6-ethyl ester